2-(5-bromo-2-methylphenyl)-5-(2-fluorophenyl)thiophene 3-[[2-(methacryloyloxy)ethyl]dimethylammonio]propane-1-sulfonate C(C(=C)C)(=O)OCC[N+](CCCS(=O)(=O)[O-])(C)C.BrC=1C=CC(=C(C1)C=1SC(=CC1)C1=C(C=CC=C1)F)C